ClC1=C(C=CC(=C1)OC)NC(CC(OC)OC)=O N-(2-chloro-4-methoxyphenyl)-3,3-dimethoxypropionamide